(3-methyl)histidine CN1C=NC=C1C[C@H](N)C(=O)O